OC1=CC=C(C=C1)C1=CC(=CC=C1)[C@@H](CN(CCCCC1=CC=C2CCCN(C2=N1)C(=O)OC(C)(C)C)C)CC(=O)OC tert-butyl (S)-7-(4-((2-(4'-hydroxy-[1,1'-biphenyl]-3-yl)-4-methoxy-4-oxobutyl)(methyl)amino)butyl)-3,4-dihydro-1,8-naphthyridine-1(2H)-carboxylate